6-(2-Amino-4-(2-methylpyridin-4-yl)-1H-imidazol-5-yl)-4-(2-hydroxyethyl)-2H-benzo[b][1,4]oxazin-3(4H)-one NC=1NC(=C(N1)C1=CC(=NC=C1)C)C1=CC2=C(OCC(N2CCO)=O)C=C1